O=C1NC(CCC1N1C(C2=CC=C(C=C2C1=O)NCCCCC(N1CCC(CC1)C1=NC2=CC=CC=C2N=C1)=O)=O)=O 2-(2,6-dioxopiperidin-3-yl)-5-((5-oxo-5-(4-(quinoxalin-2-yl)piperidin-1-yl)pentyl)amino)isoindoline-1,3-dione